C1(CCC1)OC1=CC=C(C=C1)B(O)O (4-cyclobutoxyphenyl)boronic acid